6-(3-fluoro-1-oxido-pyridin-1-ium-2-yl)-1-(2,2,3,3,3-pentafluoropropyl)-1,7-naphthyridin-2-one FC=1C(=[N+](C=CC1)[O-])C=1C=C2C=CC(N(C2=CN1)CC(C(F)(F)F)(F)F)=O